2-[4-methyl-8-(1H-pyrazol-3-yl)-5,6,7,8-tetrahydropyrido[2,3-c]pyridazin-3-yl]-5-(trifluoromethyl)phenol CC=1C2=C(N=NC1C1=C(C=C(C=C1)C(F)(F)F)O)N(CCC2)C2=NNC=C2